3-(3-(benzylthio)-4-methoxyphenyl)oxetane C(C1=CC=CC=C1)SC=1C=C(C=CC1OC)C1COC1